C(C)(C)(C)NS(=O)(=O)C=1C=C(C=CC1)NC(C1=C(N=C(C=C1)NC1(COC1)CO)N1CCC2(CC2)CC1)=O N-(3-(N-(tert-butyl)sulfamoyl)phenyl)-6-((3-(hydroxymethyl)oxetan-3-yl)amino)-2-(6-azaspiro[2.5]octan-6-yl)nicotinamide